ClC1=C(C=NN1C1CCS(CC1)(=NC)=O)NC1=NC=C(C(=N1)OC1CCC(CC1)(C)O)C(F)(F)F (1s,4s)-4-(5-chloro-4-((4-(((1r,4R)-4-hydroxy-4-methylcyclohexyl)oxy)-5-(trifluoromethyl)pyrimidin-2-yl)amino)-1H-pyrazol-1-yl)-1-(methylimino)hexahydro-1λ6-thiopyran 1-oxide